3-fluoro-2-(4-(1-isopropyl-1H-pyrazol-4-yl)-5-oxo-6,7-dihydro-5H-pyrrolo[3,4-b]pyridin-2-yl)benzonitrile FC=1C(=C(C#N)C=CC1)C1=CC(=C2C(=N1)CNC2=O)C=2C=NN(C2)C(C)C